N-(4-(4-amino-6-(4-methacrylamido-phenyl)-7-methyl-7H-pyrrolo[2,3-d]pyrimidin-5-yl)phenyl)cyclobutane-carboxamide NC=1C2=C(N=CN1)N(C(=C2C2=CC=C(C=C2)NC(=O)C2CCC2)C2=CC=C(C=C2)NC(C(=C)C)=O)C